tris(1-adamantyl) citrate C(CC(O)(C(=O)OC12CC3CC(CC(C1)C3)C2)CC(=O)OC23CC1CC(CC(C2)C1)C3)(=O)OC31CC2CC(CC(C3)C2)C1